4-([(4-ACETYLPHENYL)CARBAMOYL]AMINO)BUTANOIC ACID C(C)(=O)C1=CC=C(C=C1)NC(=O)NCCCC(=O)O